tert-butyl (S,E)-2-(benzylideneamino)-3-(4-hydroxyphenyl)propanoate C(/C1=CC=CC=C1)=N\[C@H](C(=O)OC(C)(C)C)CC1=CC=C(C=C1)O